CC1=CC=NC=2C=C(N(C(C12)=O)C1=C(C=CC=C1)C)C(=O)OCC ethyl 4-methyl-5-oxo-6-o-tolyl-5,6-dihydro-1,6-naphthyridine-7-carboxylate